(R)-(3-amino-6-(5-pyrimidinyl)thieno[2,3-b]pyridin-2-yl)(3,3-difluorocyclobutyl)methanol NC1=C(SC2=NC(=CC=C21)C=2C=NC=NC2)[C@H](O)C2CC(C2)(F)F